1,2,3,5-tetrachloronaphthalene ClC1=C(C(=CC2=C(C=CC=C12)Cl)Cl)Cl